CCCCCCCCCCCCCCCCCCCCCC(=O)N[C@@H](COP(=O)([O-])OCC[N+](C)(C)C)[C@@H]([C@@H](CCCCCCCCCCC(C)C)O)O The molecule is an N-acyl-4-hydroxy-15-methylhexadecasphinganine-1-phosphocholine in which the acyl group has 22 carbons and 0 double bonds. It derives from a 15-methylhexadecaphytosphingosine.